(3R)-3-amino-5-[(4-chlorophenyl)methyl]-8-fluoro-7-[5-(2-methylsulfonylethyl)-1,3,4-oxadiazol-2-yl]-1,1-dioxo-2,3-dihydro-1λ6,5-benzothiazepin-4-one N[C@H]1CS(C2=C(N(C1=O)CC1=CC=C(C=C1)Cl)C=C(C(=C2)F)C=2OC(=NN2)CCS(=O)(=O)C)(=O)=O